FC(CN1C(NC2=C1C=CC=C2)=O)(F)F (2,2,2-trifluoroethyl)-2,3-dihydro-1H-benzo[d]imidazol-2-one